C(C)(=O)N1CC2=C(C=CC=C2CC1)COC1=CC=C(C=C1)S(=O)(=O)NC(C1=C(C=C(C(=C1)Cl)OCC1CCCC1)F)=O N-((4-((2-acetyl-1,2,3,4-tetrahydroisoquinolin-8-yl)methoxy)phenyl)sulfonyl)-5-chloro-4-(cyclopentylmethoxy)-2-fluorobenzamide